Cl.CC1=CC=C(C=C1)C1CCN(CC1)C(=O)NC1=C(C=CC=C1)C1CCN(CC1)C(C)C 4-(4-methylphenyl)-N-{2-[1-(propan-2-yl)piperidin-4-yl]phenyl}piperidine-1-carboxamide hydrochloride